N1C=CC2=CC(=CC=C12)C1CCN(CC1)[C@H]1C(N(CC1)CC1=CC=C(C=C1)C)=O (R)-3-(4-(1H-indol-5-yl)piperidin-1-yl)-1-(4-methylbenzyl)pyrrolidin-2-one